Bis(diphenylphosphino)-7,8-dihydro-6H-dibenzo[f,h][1,5]dioxonin C1(=CC=CC=C1)P(C1=CC=CC=C1)C1=C(C2=C(OCCCOC3=C2C=CC=C3)C=C1)P(C1=CC=CC=C1)C1=CC=CC=C1